ClC1=C(C=CC=C1)C1=NC2=C(CCN(CC2)C2CC3=CC=CC=C3CC2)N1 2-(2-chlorophenyl)-6-(1,2,3,4-tetrahydronaphthalen-2-yl)-1,4,5,6,7,8-hexahydroimidazo[4,5-d]azepine